P(=O)([O-])([O-])[O-].[Ca+2].COC1=C(C(=O)NCC2=NC=CC=C2OCC(F)(F)F)C=CC(=N1)C.P(=O)([O-])([O-])[O-].[Ca+2].[Ca+2] 2-methoxy-6-methyl-N-((3-(2,2,2-trifluoroethoxy)pyridin-2-yl)methyl)nicotinamide CALCIUM phosphate